CSC1=NC=NC=2CCCC(C12)=O 4-(methylthio)-7,8-dihydroquinazolin-5(6H)-one